MethyleneBisThiocyanate C(SC#N)SC#N